COC=1C=C2C=CC(=CC2=CC1)C(C(=O)N)C 2-(6-methoxynaphthalen-2-yl)propanamide